ClC=1C=C(C=CC1)[C@@H]1[C@H](C1)C(=O)NC1=NC=CC(=C1)NCC=1N=C2N(C=C(C=C2NS(=O)(=O)C)C2CC2)C1 (1S,2S)-2-(3-chlorophenyl)-N-(4-(((6-cyclopropyl-8-(methylsulfonamido)imidazo[1,2-a]pyridin-2-yl)methyl)amino)pyridin-2-yl)cyclopropane-1-carboxamide